6-[2-(3-chlorophenyl)ethyl]-4-hydroxypyridazin-3(2H)-one ClC=1C=C(C=CC1)CCC=1C=C(C(NN1)=O)O